CCCC(CCCCCCCC(CCCCCCCC)O)O eicosane-4,12-diol